1-(o-tolyl)-5-(trifluoromethyl)-N-(2-(trifluoromethyl)pyridin-4-yl)-1H-pyrazole-4-carboxamide C1(=C(C=CC=C1)N1N=CC(=C1C(F)(F)F)C(=O)NC1=CC(=NC=C1)C(F)(F)F)C